[N+](=O)([O-])C1=C(C=C(C(=O)OC(C)(C)C)C=C1)NCC=1OC=CN1 tert-Butyl 4-nitro-3-[(1,3-oxazol-2-ylmethyl)amino]benzoate